CC(C(=O)C1=CC=CC=C1)(C)N1CCOCC1 2-methyl-2-morpholino-1-phenylpropan-1-one